ethyl 2,2-dimethylolpropionate C(O)C(C(=O)OCC)(C)CO